2-pyrrolidin-3-yl-benzoic acid methyl ester COC(C1=C(C=CC=C1)C1CNCC1)=O